1-(3-bromo-4-fluorophenyl)-2-(dimethylamino)ethan-1-ol BrC=1C=C(C=CC1F)C(CN(C)C)O